2-(2,6-dioxopiperidin-3-yl)-5-(methyl((1R,6S)-6-(methylamino)cyclohex-3-en-1-yl)amino)isoindoline-1,3-dione O=C1NC(CCC1N1C(C2=CC=C(C=C2C1=O)N([C@@H]1CC=CC[C@@H]1NC)C)=O)=O